BrC1=CC=C2C=CNC2=C1 6-bromo-indole